C1(CC1)OC1=C(C=C(C=O)C=C1)NC 4-CYCLOPROPOXY-3-(METHYLAMINO)BENZALDEHYDE